2-(5-chloro-2H-benzotriazol-2-yl)-6-(1,1-dimethylethyl)-4-vinyl-phenol ClC1=CC=2C(=NN(N2)C2=C(C(=CC(=C2)C=C)C(C)(C)C)O)C=C1